C(C)(C)(C)OC(=O)N1CCN(CC1)C1=NC=NC2=CC(=CC=C12)C=1C=NC=C(C1)NS(=O)(=O)C1=C(C=C(C=C1)F)F 4-(7-(5-((2,4-difluorobenzeneyl)sulfonamido)-pyridin-3-yl)quinazolin-4-yl)piperazine-1-carboxylic acid tert-butyl ester